(2-(pyridin-3-yl)phenyl)methanol tert-butyl-((2-acetylpiperidin-4-yl)ethyl)carbamate C(C)(C)(C)N(C(=O)OCC1=C(C=CC=C1)C=1C=NC=CC1)CCC1CC(NCC1)C(C)=O